C(C)(C)(C)OC(=O)N(C1CC(N(O1)C(=O)OC(C)(C)C)C1=NN(C=C1)C)O tert-butyl 5-((tert-butoxycarbonyl)(hydroxy)amino)-3-(1-methyl-1H-pyrazol-3-yl)isoxazolidine-2-carboxylate